methyl 2-((3-methoxy-5-nitrophenoxy)methyl)cyclopropanecarboxylate COC=1C=C(OCC2C(C2)C(=O)OC)C=C(C1)[N+](=O)[O-]